FC(C1=CC=C(C=C1)[C@H]1CC2(CN(C2)C(=O)C2CC3(C2)NC(OC3)=O)CC1)(F)F (2s,4s)-2-((R)-6-(4-(trifluoromethyl)phenyl)-2-azaspiro[3.4]octane-2-carbonyl)-7-oxa-5-azaspiro[3.4]octane-6-one